(1R,4R)-1-(N-((6'-(2H-Tetrazol-5-yl)-[1,1':3',1''-terphenyl]-4-yl)methyl)pentan-amido)-4-hydroxycyclohexanecarboxylic acid N=1NN=NC1C1=CC=C(C=C1C1=CC=C(C=C1)CN(C(CCCC)=O)C1(CCC(CC1)O)C(=O)O)C1=CC=CC=C1